2-(azetidine-3-carbonyl)-5-oxa-2-azaspiro[3.5]nonane hydrochloride Cl.N1CC(C1)C(=O)N1CC2(C1)OCCCC2